ClC1=CC=C(OC(C(C)O)O)C=C1 p-chlorophenoxypropane-1,2-diol